C(N)(OC1=NC(=NC(=C1)OC[C@@H]1[C@H](C1)C1=NC=C(C=C1)C)C)=O (2-methyl-6-(((1s,2s)-2-(5-methylpyridin-2-yl) cyclopropyl) methoxy) pyrimidin-4-yl) carbamate